CNC(=O)NC1=CC2=C(C=N1)C=C(N2)C2=CC(=NC=C2)C 1-methyl-3-(2-(2-methylpyridin-4-yl)-1H-pyrrolo[3,2-c]pyridin-6-yl)urea